(R)-6-(Imidazo[1,2-a]pyridin-3-carbonyl)-7-methyl-N-(3-(trifluoromethyl)phenyl)-4,5,6,7-tetrahydrothieno[2,3-c]pyridin-3-carboxamid N=1C=C(N2C1C=CC=C2)C(=O)N2[C@@H](C1=C(CC2)C(=CS1)C(=O)NC1=CC(=CC=C1)C(F)(F)F)C